5-METHOXY-1H-PYRROLO[3,2-B]PYRIDINE-3-CARBALDEHYDE COC1=CC=C2C(=N1)C(=CN2)C=O